N-(3-Methoxypropyl)-2-methyl-4-(2-methyl-4-nitrophenoxy)-benzamide COCCCNC(C1=C(C=C(C=C1)OC1=C(C=C(C=C1)[N+](=O)[O-])C)C)=O